N1-(7-(2,2,2-trifluoroethyl)-5,6,7,8-tetrahydro-(1,2,4)triazolo(4,3-a)pyrazine-3-yl)-N4-(2-(trifluoromethyl)imidazo(1,2-a)pyridin-5-yl)cyclohexane-1,4-diamine FC(CN1CC=2N(CC1)C(=NN2)NC2CCC(CC2)NC2=CC=CC=1N2C=C(N1)C(F)(F)F)(F)F